C(CCCCCCCCCC(C)C)OCCCCCCCCCCC(C)C Monoisotridecyl Ether